[bis(2,4-di-tert-butyl-5-methylphenoxy)phosphino]biphenyl C(C)(C)(C)C1=C(OP(OC2=C(C=C(C(=C2)C)C(C)(C)C)C(C)(C)C)C2=C(C=CC=C2)C2=CC=CC=C2)C=C(C(=C1)C(C)(C)C)C